8-chloro-2,3-dihydro-4H-pyrano[2,3-c]pyridin-4-one ClC=1N=CC=C2C1OCCC2=O